C(C1=CC=CC=C1)OC(=O)N1CC(C(CC1)N1C[C@@H](CCC1)C)C (3R)-3,3'-dimethyl-[1,4'-bipiperidine]-1'-carboxylic acid benzyl ester